5,7-dimethyloct-6-en-1-ol CC(CCCCO)C=C(C)C